[5-BENZYLOXY-1-TOSYLINDOL-3-YL]BORONIC ACID C(C1=CC=CC=C1)OC=1C=C2C(=CN(C2=CC1)S(=O)(=O)C1=CC=C(C)C=C1)B(O)O